3-fluoro-2-(methylthio)pyridine FC=1C(=NC=CC1)SC